COC(C1=CC(=CC(=C1)[N+](=O)[O-])[N+](=O)[O-])=O Methyl-3,5-dinitrobenzoat